Cl.NC(C)(C)C=1C=C(C=CC1)C1=NN(C(C2=CC=CC=C12)=O)C1=C(C=C(C=C1)F)F 4-(3-(2-Aminopropan-2-yl)phenyl)-2-(2,4-difluorophenyl)phthalazin-1(2H)-one-hydrochloride